S(=O)(=O)=CCC(=O)OCC(COC(CCS(=O)(=O)C(CC=S(=O)=O)=O)=O)(COC(CC=S(=O)=O)=O)COC(CC=S(=O)=O)=O [2,2-bis(3-sulfonylpropionyloxymethyl)-3-[3-(3-sulfonylpropionyl sulfonyl) propionyloxy] propyl] 3-sulfonylpropionate